COC=1C=2N(C=C(N1)C1CN(CC1)C(=O)OC(C)(C)C)C=CN2 tert-butyl 3-(8-methoxyimidazo[1,2-a]pyrazin-6-yl)pyrrolidine-1-carboxylate